(S)-methyl 2-(2-(hydroxymethyl)morpholino)-4-oxo-8-vinyl-4H-chromene-6-carboxylate OC[C@H]1OCCN(C1)C=1OC2=C(C=C(C=C2C(C1)=O)C(=O)OC)C=C